1-(1H-indol-6-yl)-3-(3-oxo-4-(pyrazin-2-ylmethyl)-3,4-dihydro-2H-benzo[b][1,4]oxazin-7-yl)urea N1C=CC2=CC=C(C=C12)NC(=O)NC=1C=CC2=C(OCC(N2CC2=NC=CN=C2)=O)C1